1,1-diphenyl-ethanol C1(=CC=CC=C1)C(C)(O)C1=CC=CC=C1